BrC=1C(C2=CCN(C2=C(C1)C)S(=O)(=O)C1=CC=C(C)C=C1)(C#N)[2H] 5-Bromo-7-methyl-1-p-toluenesulfonyl-1H-indole-4-carbonitrile-4-d